N-(5-((5,6-dimethoxypyridin-2-yl)methoxy)-1,3,4-thiadiazol-2-yl)-4-(2-fluoro-6-methoxyphenyl)-6-methylnicotinoylAmine COC=1C=CC(=NC1OC)COC1=NN=C(S1)NC(C1=CN=C(C=C1C1=C(C=CC=C1OC)F)C)=O